2-(6-(((1S,3S,5R)-7,7-difluoro-1,8-dimethyl-8-azabicyclo[3.2.1]octan-3-yl)oxy)pyridazin-3-yl)-5-(1H-imidazol-1-yl)phenol FC1(C[C@H]2C[C@@H](C[C@@]1(N2C)C)OC2=CC=C(N=N2)C2=C(C=C(C=C2)N2C=NC=C2)O)F